CC1(CCC=2C(=NNC2C1)C=1NC2=CC(=CC=C2C1)C(=O)N1CC2(C1)CNCC2)C (2-(6,6-dimethyl-4,5,6,7-tetrahydro-1H-indazol-3-yl)-1H-indol-6-yl)(2,6-diazaspiro[3.4]octan-2-yl)methanone